CC1(C(CCCC1)(N)C)N dimethyl-1,2-diaminocyclohexane